FC1=C2C(=CNC2=C(C=C1)F)I 4,7-Difluoro-3-iodo-1H-indole